COCC1(CCC1)CN(C1=C2C(=NC(=C1)C1=CC(=C(C=C1)OC)C(F)(F)F)N=C(N2)C=2N=CC(=NC2)N2CCC(CC2)C(=O)O)C 1-(5-{7-[{[1-(Methoxymethyl)cyclobutyl]methyl}(methyl)amino]-5-[4-methoxy-3-(trifluoromethyl)phenyl]-1H-imidazo[4,5-b]pyridin-2-yl}pyrazin-2-yl)piperidine-4-carboxylic acid